(S)-4-((3-amino-4,4-difluoropiperidin-1-yl)methyl)-N-(4-(4-morpholino-7H-pyrrolo[2,3-d]pyrimidin-6-yl)phenyl)picolinamide N[C@H]1CN(CCC1(F)F)CC1=CC(=NC=C1)C(=O)NC1=CC=C(C=C1)C1=CC2=C(N=CN=C2N2CCOCC2)N1